BrC=1C=C(OC=2SC=3N=C4N(C(C3N2)=O)CCC4)C=CC1 2-(3-bromophenoxy)-6,7-dihydropyrrolo[1,2-a]thiazolo[5,4-d]pyrimidine-9(5H)-one